C(O)NC(\C=C\C)=O N-methylolcrotonamide